10-(4-carboxylatophenyl)-10H-phenoxazine C(=O)([O-])C1=CC=C(C=C1)N1C2=CC=CC=C2OC=2C=CC=CC12